C(#N)C=1C=C(C=CC1F)S(=O)(=O)N(C)C1COCC=2NC(C=3C=C(C(=CC3C21)F)F)=O 3-Cyano-N-(8,9-difluoro-6-oxo-1,4,5,6-tetrahydro-2H-pyrano[3,4-c]isoquinolin-1-yl)-4-fluoro-N-methylbenzenesulfonamide